FC=1C=C(C=C(C1F)F)C(=O)C=1N=C2C(=CC=C3C2=NCCN2C=C(C=4C(CC(=C3C24)C)C)C)N1 (3,4,5-trifluorophenyl)(6,8,9-trimethyl-8,11,12,13-tetrahydroimidazo[4'',5'':5',6']benzo[1',2':5,6][1,4]diazocino[7,8,1-hi]indol-2-yl)methanone